Nonafluoro-n-butanesulfonic acid FC(C(C(C(S(=O)(=O)O)(F)F)(F)F)(F)F)(F)F